2-(4-(2-(2-(2-aminoethoxy)ethoxy)ethoxy)piperidin-1-yl)-N-(1-(3,4-dichlorophenyl)-4,5-dihydro-1H-pyrazol-3-yl)acetamide NCCOCCOCCOC1CCN(CC1)CC(=O)NC1=NN(CC1)C1=CC(=C(C=C1)Cl)Cl